FC=1C(=NC=CC1)SC=1C=2N(C=C(C1)C=1C=NN(C1C)C[C@@H]1CNCCO1)N=CC2C#N (S)-4-((3-fluoropyridin-2-yl)thio)-6-(5-methyl-1-(morpholin-2-ylmethyl)-1H-pyrazol-4-yl)pyrazolo[1,5-a]pyridine-3-carbonitrile